2-(2,6-dioxopiperidin-3-yl)-4-(4-((4-(trifluoromethyl)isoindolin-2-yl)methyl)benzylamino)isoindoline-1,3-dione O=C1NC(CCC1N1C(C2=CC=CC(=C2C1=O)NCC1=CC=C(C=C1)CN1CC2=CC=CC(=C2C1)C(F)(F)F)=O)=O